4-(5-(2-(tert-butoxy)ethoxy-2-cyanophenyl)pyridin-2-yl)-4H-1,2,4-triazole-3-carboxamide C(C)(C)(C)OCCOC=1C(=C(C=CC1)C=1C=CC(=NC1)N1C(=NN=C1)C(=O)N)C#N